5-hydroxy-1,26-dioxo-22,26-epoxyergosta-2,24-dien OC12CC[C@H]3[C@@H]4CC[C@H]([C@@H](C5CC(=C(C(O5)=O)C)C)C)[C@]4(CC[C@@H]3[C@]2(C(C=CC1)=O)C)C